tert-butyl (S)-4-(3-((1-(4-((1-(tert-butoxycarbonyl)pyrrolidin-3-yl)oxy)-3-(1-methyl-1H-pyrazol-4-yl)benzoyl)piperidin-4-yl)oxy)-5-fluorophenyl)piperazine-1-carboxylate C(C)(C)(C)OC(=O)N1C[C@H](CC1)OC1=C(C=C(C(=O)N2CCC(CC2)OC=2C=C(C=C(C2)F)N2CCN(CC2)C(=O)OC(C)(C)C)C=C1)C=1C=NN(C1)C